2-[1-(2,2,2-trifluoroethyl)pyrazol-3-yl]acetic acid FC(CN1N=C(C=C1)CC(=O)O)(F)F